3-(N-(4-fluoro-2-(pyrrol-1-yl)-5-(trifluoromethyl)phenyl)sulfamoyl)-4-methoxybenzoic Acid FC1=CC(=C(C=C1C(F)(F)F)NS(=O)(=O)C=1C=C(C(=O)O)C=CC1OC)N1C=CC=C1